{4-[1-((2-(trimethylsilyl)ethoxy)methyl)-1H-7-azaindole-3-yl]-1H-pyrazol-1-yl}methylboronic acid C[Si](CCOCN1C=C(C2=CC=CN=C12)C=1C=NN(C1)CB(O)O)(C)C